ClC=1C=C(C(=O)NC2CCC(CC2)OCCOC)C=C(N1)Cl 2,6-dichloro-N-((1r,4r)-4-(2-methoxyethoxy)cyclohexyl)isonicotinamide